(5-bromo-2-Fluorophenyl)(2-(trifluoromethyl)-5,6-dihydro-[1,2,4]triazolo[1,5-a]pyrazin-7(8H)-yl)methan BrC=1C=CC(=C(C1)CN1CC=2N(CC1)N=C(N2)C(F)(F)F)F